(E)-3-((3-butyl-2-methyl-7-(methylthio)-1,1-dioxido-5-phenyl-2,3,4,5-tetrahydropyrido[3,2-f][1,2,5]thiadiazepin-8-yl)oxy)acrylic acid C(CCC)C1N(S(C2=C(N(C1)C1=CC=CC=C1)C=C(C(=N2)O/C=C/C(=O)O)SC)(=O)=O)C